N1(CCNCC1)C(=O)O (piperazin-1-yl)-formic acid